(3S)-3-AMINO-3-(6-AMINO-5-FORMYL(3-PYRIDYL))PROPANENITRILE N[C@@H](CC#N)C=1C=NC(=C(C1)C=O)N